N-(3-fluoro-4-(3,3,3-trifluoropropoxy)phenyl)-2-(pyrrolidin-1-yl)-5-(2,2,2-trifluoroethyl)oxazole-4-carboxamide FC=1C=C(C=CC1OCCC(F)(F)F)NC(=O)C=1N=C(OC1CC(F)(F)F)N1CCCC1